COC(C=1C=CC2=C(C(=NO2)N)C1)OC 5-(Dimethoxymethyl)benzo[d]isoxazol-3-amine